(2S)-1-{[7-methyl-2-(2-methylbiphenyl-3-yl)-1,3-benzooxazol-5-yl]methyl}piperidine-2-carboxylic acid CC1=CC(=CC=2N=C(OC21)C=2C(=C(C=CC2)C2=CC=CC=C2)C)CN2[C@@H](CCCC2)C(=O)O